1-[bis(dimethylamino)methylene]-1H-1,2,3-triazolo-[4,5-b]pyridinium 3-oxide hexafluorophosphate F[P-](F)(F)(F)(F)F.CN(C)C(=[N+]1N=[N+](C2=NC=CC=C21)[O-])N(C)C